C1(CC1)N1N=CC2=CC(=CC=C12)[N+](=O)[O-] 1-cyclopropyl-5-nitro-1H-indazole